benzyl (1-((1-(2-(2,6-dioxopiperidin-3-yl)-6-fluoro-1,3-dioxoisoindolin-5-yl)azetidin-3-yl)methyl)piperidin-4-yl)carbamate O=C1NC(CCC1N1C(C2=CC(=C(C=C2C1=O)N1CC(C1)CN1CCC(CC1)NC(OCC1=CC=CC=C1)=O)F)=O)=O